5-bromo-N'-(2-pyridyl)pyridine-3-carbohydrazide BrC=1C=C(C=NC1)C(=O)NNC1=NC=CC=C1